(6-bromo-2-methylimidazo[1,2-a]pyridin-8-yl)methanamine hydrochloride Cl.BrC=1C=C(C=2N(C1)C=C(N2)C)CN